O=CCCC 1-oxobutan